tetraphenyl-antimony p-toluenesulfonate salt CC1=CC=C(C=C1)S(=O)(=O)[O-].C1(=CC=CC=C1)[Sb+](C1=CC=CC=C1)(C1=CC=CC=C1)C1=CC=CC=C1